2-(4-benzoyl-3-hydroxyphenoxy)-ethyl acrylate C(C=C)(=O)OCCOC1=CC(=C(C=C1)C(C1=CC=CC=C1)=O)O